ClC1=CN=C(S1)NC(=O)C1=C(C=CC=C1)OC(C(C(C)(C)C)N)=O [2-[(5-chlorothiazol-2-yl) carbamoyl] phenyl]-2-amino-3,3-dimethylbutyrate